NCC=1C(=C(C=CC1)C=1C=C2C(=NN(C2=CC1)C(C)C)COC1=C(C=CC=C1)CC(=O)OCC)C ethyl 2-(2-((5-(3-(aminomethyl)-2-methylphenyl)-1-isopropyl-1H-indazol-3-yl)methoxy)phenyl)acetate